ClC=1C=C2CC(C(C2=CC1)=O)(C)C 5-chloro-2,2-dimethyl-2,3-dihydro-1-indenone